N,N-bis(2-ethoxyethyl)benzamide C(C)OCCN(C(C1=CC=CC=C1)=O)CCOCC